O=C1COCC(N1)C1=NC=CC(=C1)NS(=O)(=O)C1CC1 N-[2-(5-oxo-morpholin-3-yl)pyridin-4-yl]Cyclopropanesulfonamide